CNC1=C(C(C1=O)=O)NCCCCN(CCCCCCCCCC(=O)OC(CC)CC)CCCCC(=O)OC(CCCCCCCCC)CCCCCCCCC Pentan-3-yl 10-((4-((2-(methylamino)-3,4-dioxocyclobut-1-en-1-yl)amino)butyl)(5-(nonadecan-10-yloxy)-5-oxopentyl)amino)decanoate